CC(=O)[C@H](O)[C@@H](O)[C@H](O)C(=O)OC(C(O)C(O)(C(\C=C\C1=CC(O)=C(O)C=C1)=O)C(\C=C\C1=CC(O)=C(O)C=C1)=O)C(\C=C\C1=CC(OC)=C(O)C=C1)=O dicaffeoyl-feruloyl-glycerol methyl-xyluronate